6-bromo-4-((6-chloro-5-(hydroxymethyl)-2-(methylthio)pyrimidin-4-yl)methyl)isochroman-4-ol BrC=1C=C2C(COCC2=CC1)(O)CC1=NC(=NC(=C1CO)Cl)SC